C1(CC1)C1=C(C=C(C(=C1)I)C)N(C(C#CC)=O)C1=CC=C2C(=N1)C(=NN2C)O[C@H]2C[C@H](CCC2)C(=O)O (1S,3R)-3-({5-[N-(2-cyclopropyl-4-iodo-5-methylphenyl)but-2-ynamido]-1-methylpyrazolo[4,3-b]pyridin-3-yl}oxy)cyclohexane-1-carboxylic acid